6-(2,2-Difluoroethoxy)-4-(propan-2-yl)-1,5-naphthyridin FC(COC=1N=C2C(=CC=NC2=CC1)C(C)C)F